2-[(2's,4r)-6-cyclopropyl-2'-fluoro-1-oxospiro[3H-isoquinoline-4,1'-cyclopropane]-2-yl]-N-(5-chloropyrimidin-2-yl)acetamide C1(CC1)C=1C=C2C(=CC1)C(N(C[C@]21[C@H](C1)F)CC(=O)NC1=NC=C(C=N1)Cl)=O